3-(3,4-diaminophenoxy)benzonitrile NC=1C=C(OC=2C=C(C#N)C=CC2)C=CC1N